OC[C@H]1N(C[C@@H]([C@H]([C@@H]1O)O)O)CCCC[Si](C)(C)C (2R,3R,4R,5S)-2-(hydroxymethyl)-1-(4-trimethylsilylbutyl)piperidine-3,4,5-triol